4-(4-amino-7-methyl-7H-pyrrolo[2,3-d]pyrimidin-5-yl)-2-fluorophenylpiperidine-1-carboxylate NC=1C2=C(N=CN1)N(C=C2C2=CC(=C(C=C2)OC(=O)N2CCCCC2)F)C